(trans-3-(3-cyclopropyl-4-(1-methyl-1H-pyrazolo[4,3-c]pyridin-7-yl)-1H-pyrazol-1-yl)cyclobutyl)methylamine C1(CC1)C1=NN(C=C1C=1C2=C(C=NC1)C=NN2C)[C@@H]2C[C@H](C2)CN